NC=1SC(=C(N1)C1=CC(=C(C=C1)NC(C1=C(C=CC=C1)C)=O)C)C N-(4-(2-amino-5-methylthiazol-4-yl)-2-methylphenyl)-2-methylbenzamide